(6-Methoxypyridin-3-yl)methanamine hydrochloride Cl.COC1=CC=C(C=N1)CN